(S)-2-(4-bromo-2-ethynyl-5-fluorophenoxy)propionic acid BrC1=CC(=C(O[C@H](C(=O)O)C)C=C1F)C#C